O1C(CCCC1)N1N=C(C=C1)S(=O)[O-].[Li+] lithium 1-(tetrahydro-2H-pyran-2-yl)-1H-pyrazole-3-sulfinate